COC1=C(C=CC=C1)C1=CC(=NC=C1C(=O)NC=1SC2=C(N1)CN(C2)C=2SC=CN2)C 4-(2-methoxyphenyl)-6-methyl-N-(5-(thiazol-2-yl)-5,6-dihydro-4H-pyrrolo[3,4-d]thiazol-2-yl)nicotinamide